N(=C=O)CCCOOO[SiH3] isocyanatopropyl-trioxysilane